2-(3,4,5-Trifluorophenyl)pyridin-3-yl-[1,2,4]triazolo[1,5-a]pyridin FC=1C=C(C=C(C1F)F)C1=NC=CC=C1C1=NN2C(C=CC=C2)=N1